3-(1-(tert-butyl)-5-(6-(methoxymethyl)-4-methyl-3-((2-(trimethylsilyl)ethoxy)methyl)-3H-imidazo[4,5-c]pyridin-2-yl)-1H-pyrazol-3-yl)cyclopentan-1-ol C(C)(C)(C)N1N=C(C=C1C1=NC2=C(C(=NC(=C2)COC)C)N1COCC[Si](C)(C)C)C1CC(CC1)O